ClC=1C(N(C(=CC1OC([2H])([2H])C1=C(C=C(C=C1)F)Cl)C)C1=CC(=NC=C1C)N1N=C(C=C1)C(C)(C)O)=O (S)-3-chloro-4-((2-chloro-4-fluorophenyl)methoxy-d2)-2'-(3-(2-hydroxypropan-2-yl)-1H-pyrazol-1-yl)-5',6-dimethyl-2H-[1,4'-bipyridin]-2-one